dimethylthiazole-2-carboxamide CC1=C(N=C(S1)C(=O)N)C